6-methoxy-1-methyl-[1,2,3]triazolo[4,5-c]pyridin-7-amine COC1=C(C2=C(C=N1)N=NN2C)N